Methyl 4-(aminomethyl)benzoate hydrochloride Cl.NCC1=CC=C(C(=O)OC)C=C1